C1C=CC2=CC(=CC=C12)C(O)C=1N=CN(C1)C(C1=CC=CC=C1)(C1=CC=CC=C1)C1=CC=CC=C1 inden-5-yl[1-(triphenylmethyl)imidazol-4-yl]methanol